N-(6-METHOXY-1-METHYL-1H-INDAZOL-7-YL)-6-(5-METHOXY-1H-PYRAZOL-1-YL)PYRIDINE-3-SULFONAMIDE COC1=CC=C2C=NN(C2=C1NS(=O)(=O)C=1C=NC(=CC1)N1N=CC=C1OC)C